C(C(O)C)(=O)OC1CC(CCC1C(C)C)C menthyl (-)-lactate